tert-butyl (R)-2-(2-((4-amino-7-bromoquinolin-3-yl)amino)-2-oxoethyl)pyrrolidine-1-carboxylate NC1=C(C=NC2=CC(=CC=C12)Br)NC(C[C@@H]1N(CCC1)C(=O)OC(C)(C)C)=O